2-[5h,6h,7h,8h-pyrido[3,4-d]pyrimidin-4-yloxy]benzaldehyde N1=CN=C(C2=C1CNCC2)OC2=C(C=O)C=CC=C2